C(#N)C1=NC2=CC(=CC(=C2N=C1N1CCC(CC1)OC)[C@@H](C)NC1=C(C(=O)O)C=CC=C1)C (R)-2-((1-(2-cyano-3-(4-methoxy-piperidin-1-yl)-7-methylquinoxalin-5-yl)ethyl)amino)benzoic acid